ClC1=NC=C(C=C1C(=O)NC1=CC(=CC=C1)S(=O)(=N)C)C(F)(F)F 2-chloro-N-[3-(methylsulfonimidoyl)phenyl]-5-(trifluoromethyl)pyridine-3-carboxamide